(3Z)-6-hydroxy-3-hexenylethyloxymethyl ether OCC\C=C/CCC(OCC)OC(CC\C=C/CCO)OCC